4-((6-(4-(4-amino-3-(4-phenoxyphenyl)-1H-pyrazolo[3,4-d]pyrimidin-1-yl)piperidine-1-yl)-6-oxohexyl)thio)-2-(2,6-dioxopiperidin-3-yl)isoindoline-1,3-dione NC1=C2C(=NC=N1)N(N=C2C2=CC=C(C=C2)OC2=CC=CC=C2)C2CCN(CC2)C(CCCCCSC2=C1C(N(C(C1=CC=C2)=O)C2C(NC(CC2)=O)=O)=O)=O